N1=C(N=CC=C1)N1C(CCC1=O)C(=O)NC1=CC(=CC=C1)F 1-(pyrimidin-2-yl)-N-(3-fluorophenyl)-5-oxopyrrolidine-2-carboxamide